2-(4-(4-(4-(2,6-dioxopiperidin-3-yl)benzyl)piperazin-1-yl)phenyl)-2H-indazole-7-carboxamide O=C1NC(CCC1C1=CC=C(CN2CCN(CC2)C2=CC=C(C=C2)N2N=C3C(=CC=CC3=C2)C(=O)N)C=C1)=O